COC1=CC=C(CN(C(OC(C)(C)C)=O)C2=NC=CC(=C2)C[C@@H]2[C@H](NC2=O)C=NOC)C=C1 tert-butyl (4-methoxybenzyl)[4-({(2S,3R)-2-[(methoxyimino)methyl]-4-oxoazetidin-3-yl}methyl)pyridin-2-yl]carbamate